tert-butyl 3-(chloromethyl)-5-fluoro-1H-indole-1-carboxylate ClCC1=CN(C2=CC=C(C=C12)F)C(=O)OC(C)(C)C